O=C1C(=COC2=C1C=C(C=C2)C2=CC=CC=C2)C=O 4-OXO-6-PHENYL-4H-1-BENZOPYRAN-3-CARBOXALDEHYDE